(2S,4R)-4-fluoro-N-[(S)-[2-methyl-4-(propan-2-yl)phenyl](phenyl)methyl]-1-[2-(1,3-oxazol-2-yl)acetyl]pyrrolidine-2-carboxamide F[C@@H]1C[C@H](N(C1)C(CC=1OC=CN1)=O)C(=O)N[C@@H](C1=CC=CC=C1)C1=C(C=C(C=C1)C(C)C)C